4-fluoro-2-(1-hydroxycyclopropyl)phenol FC1=CC(=C(C=C1)O)C1(CC1)O